4-(6,6-difluoro-1,4-diazepan-1-yl)-6-fluoro-7-(3-hydroxynaphthalen-1-yl)-1-(2-isopropyl-4-methyl-pyridin-3-yl)pyrido[2,3-d]-pyrimidin-2(1H)-one FC1(CNCCN(C1)C=1C2=C(N(C(N1)=O)C=1C(=NC=CC1C)C(C)C)N=C(C(=C2)F)C2=CC(=CC1=CC=CC=C21)O)F